C1CCC2=C(C=3CCCC3C=C12)NC(=O)NS(=O)(=O)\C=C\C1CCN(CC1)C (E)-N-((1,2,3,5,6,7-Hexahydro-s-indacen-4-yl)carbamoyl)-2-(1-methylpiperidin-4-yl)ethensulfonamid